ClC1=CC(=NC(=N1)C(C)(F)F)N1N=C(C=2C=NC(=CC21)NC(C)=O)N2C[C@](CC2)(C)N(C)C (R)-N-(1-(6-chloro-2-(1,1-difluoroethyl)pyrimidin-4-yl)-3-(3-(dimethylamino)-3-methylpyrrolidin-1-yl)-1H-pyrazolo[4,3-c]pyridin-6-yl)acetamide